2-(3-bromophenyl)-2-methyl-5-((2-methylbut-3-en-2-yl)oxy)pentanal BrC=1C=C(C=CC1)C(C=O)(CCCOC(C)(C=C)C)C